((((((R)-1-(6-amino-9H-purin-9-yl) propan-2-yl) oxy) methyl) (phenoxy) phosphoryl) oxy)methyl pivalate C(C(C)(C)C)(=O)OCOP(=O)(OC1=CC=CC=C1)CO[C@@H](CN1C2=NC=NC(=C2N=C1)N)C